5'-Bromodeoxyuridin BrC([C@@H]1[C@H](C[C@@H](O1)N1C(=O)NC(=O)C=C1)O)O